(2R,3R,4S,5R)-4-(benzyloxy)-5-((benzyloxy) methyl)-2-(5-fluoro-2,4-dioxo-3,4-dihydropyrimidin-1(2H)-yl)-5-methyltetrahydrofuran-3-yl acetate C(C)(=O)O[C@H]1[C@@H](O[C@]([C@H]1OCC1=CC=CC=C1)(C)COCC1=CC=CC=C1)N1C(NC(C(=C1)F)=O)=O